FC1=NC=CC2=C(C=CC=C12)S(=O)(=O)N1[C@H](CNCCC1)C fluoro-5-[[(2S)-2-methyl-1,4-diazepan-1-yl]sulfonyl]isoquinoline